isopropyl acetate (isopropenyl acetate) C(=C)(C)CC(=O)O.C(C)(=O)OC(C)C